C12NCC(C1N1C=C(C=3C(=NC=4C(=C(C(=CC4C31)C(C#N)C)C3=CC(=CC1=CC=CC=C31)O)F)OC[C@H]3N(CCC3)C)CO)C2 (1-(2-azabicyclo[2.1.1]hex-5-yl)-6-fluoro-3-(hydroxymethyl)-7-(3-hydroxynaphthalen-1-yl)-4-(((S)-1-methylpyrrolidin-2-yl)methoxy)-1H-pyrrolo[3,2-c]quinolin-8-yl)propionitrile